propyltripentylammonium C(CC)[N+](CCCCC)(CCCCC)CCCCC